(R)-5-Chloro-2-(4-((1-methylpiperidin-3-yl)amino)phthalazin-1-yl)pyridin-3-ol ClC=1C=C(C(=NC1)C1=NN=C(C2=CC=CC=C12)N[C@H]1CN(CCC1)C)O